BrC=1C(=NC(=NC1)NC1=C(C=C(C(=C1)C=1C=NN(C1)C)N1CC2(COC2)C1)OC)NC=1C(=C2N=CC=NC2=CC1)NS(=O)(=O)C N-(6-((5-bromo-2-((2-methoxy-5-(1-methyl-1H-pyrazol-4-yl)-4-(2-oxa-6-azaspiro[3.3]heptan-6-yl)phenyl)amino)pyrimidin-4-yl)amino)quinoxalin-5-yl)methanesulfonamide